C1(C=CC2=CC=CC=C12)[Si]([C-]1C=C(C2=CC=CC=C12)C(C)C)(C)C.[Li+] lithium 1-((1H-inden-1-yl)dimethylsilyl)-3-isopropyl-1H-inden-1-ide